2-CYANO-4-METHOXYPHENYLBORONIC ACID C(#N)C1=C(C=CC(=C1)OC)B(O)O